6-[1,1-dimethyl-2-(oxetan-3-ylmethoxy)ethyl]-3-iodo-pyrazolo[1,5-a]pyridine CC(COCC1COC1)(C)C=1C=CC=2N(C1)N=CC2I